(R)-N-(5-((6-(3-(3'-fluoro-[1,1'-biphenyl]-3-yl)isoxazolidin-2-yl)pyrimidin-4-yl)amino)-2-(4-(2-hydroxyethyl)piperazin-1-yl)-4-methoxyphenyl)acrylamide FC=1C=C(C=CC1)C1=CC(=CC=C1)[C@@H]1N(OCC1)C1=CC(=NC=N1)NC=1C(=CC(=C(C1)NC(C=C)=O)N1CCN(CC1)CCO)OC